fluoro-2-methyl ethylene carbonate C(O)(O)=O.FC=CC